CC(CCCCCCCCCC)NC([O-])=O 2-dodecylcarbamate